C(C)OC(C(F)F)=O Difluoroacetic acid ethyl ester